1,2-diisobutyloxypropane C(C(C)C)OCC(C)OCC(C)C